C(C)C=1C(=C(SC1C(=O)O)C(=O)O)CC diethyl-2,5-thiophenedicarboxylic acid